C(C=C)(=O)N1[C@H](CN(CC1)C1=NC(=NC2=CC(=C(C=C12)F)C1=CC=CC=2CCCCC12)OC[C@H]1N(CCC1)C)CC#N 2-((S)-1-acryloyl-4-(6-fluoro-2-(((S)-1-methylpyrrolidin-2-yl)methoxy)-7-(5,6,7,8-tetrahydronaphthalen-1-yl)quinazolin-4-yl)piperazin-2-yl)acetonitrile